furan-2-carboxylic acid 2-(((4-methoxy-3,5-dimethylpyridin-2-yl) methyl) sulfinyl)-1H-benzo[d]imidazol-5-yl ester COC1=C(C(=NC=C1C)CS(=O)C1=NC2=C(N1)C=CC(=C2)OC(=O)C=2OC=CC2)C